1-[2-(1H-indol-5-yl)-3-(pyridin-4-yl)-6,7-dihydropyrazolo[1,5-a]pyrazin-5(4H)-yl]prop-2-en-1-one N1C=CC2=CC(=CC=C12)C1=NN2C(CN(CC2)C(C=C)=O)=C1C1=CC=NC=C1